2,6-dichloro-5-fluoro-4-methylnicotinic acid ClC1=C(C(=O)O)C(=C(C(=N1)Cl)F)C